tert-Butyl((3-(8-cyanoquinolin-5-yl)-5-(trifluoromethyl)-3-azabicyclo[3.1.0]hexane-1-yl)methyl)amino Formate C(=O)ON(CC12CN(CC2(C1)C(F)(F)F)C1=C2C=CC=NC2=C(C=C1)C#N)C(C)(C)C